C(C)C1(OC(C(O1)C)C)C 2-ethyl-2,4,5-trimethyl-1,3-dioxolane